(Z)-2-(methoxycarbonyl)-3-phenylprop-2-en-1-sulfonic acid sodium salt [Na+].COC(=O)/C(/CS(=O)(=O)[O-])=C/C1=CC=CC=C1